[5-[4-[6-chloro-5-[(1-cyanocyclopropyl)-ethyl-carbamoyl]-3-pyridyl]pyrazol-1-yl]-1-methyl-4-(trifluoromethyl)pyrazol-3-yl]1,1,2,2,3,3,4,4,4-nonafluorobutane-1-sulfonate ClC1=C(C=C(C=N1)C=1C=NN(C1)C1=C(C(=NN1C)OS(=O)(=O)C(C(C(C(F)(F)F)(F)F)(F)F)(F)F)C(F)(F)F)C(N(CC)C1(CC1)C#N)=O